C(C)(C)(C)[Si](OC[C@@H]1[C@@H](C1)\C=C\C)(C1=CC=CC=C1)C1=CC=CC=C1 TERT-BUTYLDIPHENYL(((1S,2S)-2-((E)-PROP-1-EN-1-YL)CYCLOPROPYL)METHOXY)SILANE